P(=O)(O)(O)OC[C@H]([C@H]([C@@H](CC(C(=O)O)=O)O)O)O.CC1=NNC=C1C1=NN2C(=NC=3C(=CC=CC3C2=N1)C(F)(F)F)N[C@H]1C(NCCCC1)=O (3R)-3-{[2-(3-methyl-1H-pyrazol-4-yl)-7-(trifluoromethyl)[1,2,4]triazolo[1,5-c]quinazolin-5-yl]amino}azepan-2-one 3-deoxy-D-arabino-hept-2-ulosonate 7-phosphate